BrC=1C=CC2=C(NC(O2)=O)C1OC 5-bromo-4-methoxybenzo[d]oxazol-2(3H)-one